4-[9-(4-chloro-2-fluoro-phenyl)-2,3-dimethyl-4-oxo-pyrazino[1,2-a]pyrimidin-7-yl]tetrahydropyran-2-carboxamide ClC1=CC(=C(C=C1)C1=NC(=CN2C1=NC(=C(C2=O)C)C)C2CC(OCC2)C(=O)N)F